8-methyl-7-(5-(2-methyl-1,2,3,4-tetrahydroisoquinolin-7-yl)-1H-pyrrolo[2,3-b]pyridin-3-yl)-2,3-dihydro-1H-pyrido[2,3-b][1,4]oxazine CC1=C(C=NC=2OCCNC21)C2=CNC1=NC=C(C=C12)C1=CC=C2CCN(CC2=C1)C